N-[1-[1-[(3S)-2,6-dioxo-3-piperidinyl]-3,4-dihydro-2H-quinolin-5-yl]-4-piperidinyl]-N-methyl-carbamic acid tert-butyl ester C(C)(C)(C)OC(N(C)C1CCN(CC1)C1=C2CCCN(C2=CC=C1)[C@@H]1C(NC(CC1)=O)=O)=O